C(C)(C)(C)C=1C=C(C=C(C1O)C(C)(C)C)C=CC(=O)NCCCCCCNC(CCC1=CC(=C(C(=C1)C(C)(C)C)O)C(C)(C)C)=O 3-(3,5-ditert-butyl-4-hydroxyphenyl)-N-[6-[3-(3,5-ditert-butyl-4-hydroxy-phenyl)propanoylamino]hexyl]propenamide